tert-butyl 2-((3-(2-((6,6-dimethyl-2,4-dioxo-3-azabicyclo[3.1.0]hexan-3-yl)methyl)thieno[3,2-b]pyridin-7-yl)-4-methylpyridin-2-yl)methyl)morpholine-4-carboxylate CC1(C2C(N(C(C12)=O)CC1=CC2=NC=CC(=C2S1)C=1C(=NC=CC1C)CC1CN(CCO1)C(=O)OC(C)(C)C)=O)C